1-[(1R)-1-[bis(3,5-dimethylphenyl)phosphino]ethyl]-2-(di-2-furanylphosphino)ferrocene CC=1C=C(C=C(C1)C)P([C@H](C)[C-]1C(=CC=C1)P(C=1OC=CC1)C=1OC=CC1)C1=CC(=CC(=C1)C)C.[CH-]1C=CC=C1.[Fe+2]